N-((2-((3R,5S)-3,5-dimethylpiperazin-1-yl)pyrimidin-4-yl)methyl)-3-(3-fluoropyridin-4-yl)-1H-pyrrolo[2,3-b]pyridin-4-amine C[C@@H]1CN(C[C@@H](N1)C)C1=NC=CC(=N1)CNC=1C2=C(N=CC1)NC=C2C2=C(C=NC=C2)F